4-(4-bromophenoxy)pyridine BrC1=CC=C(OC2=CC=NC=C2)C=C1